ClC1=C(C=C(C=C1)C1=NOC(=C1)C12CC(C1)(C2)NC(COC2(CCC2)OC(F)(F)F)=O)F N-(3-(3-(4-chloro-3-fluorophenyl)isoxazol-5-yl)bicyclo[1.1.1]pent-1-yl)-2-(3-cis-(trifluoromethoxy)cyclobutoxy)acetamide